C1(CCC1)OCOC([C@H](CCC(C=[N+]=[N-])=O)NC([C@@H](C)OC)=O)=O.FC1(CN(C2(C1O)C=CCC2)C(=O)C2=CC=CC=C2)F (3,3-difluoro-4-hydroxy-1-azaspiro[4.4]nonen-1-yl)(phenyl)methanone cyclobutoxymethyl-(S)-6-diazo-2-((R)-2-methoxypropanamido)-5-oxohexanoate